ClC=1C(=NC(=NC1)NC1=CC=C(C=C1)N1CCN(CC1)C)N1C=C(C2=CC=CC=C12)C(=O)N 1-{5-chloro-2-[4-(4-methyl-piperazin-1-yl)-phenylamino]-pyrimidin-4-yl}-1H-indole-3-carboxamide